ClC1=NC=C(C(=N1)C1=CC=C2CN(C(C2=C1)=O)CC(N1CC2=CC=CC=C2CC1)=O)Cl 6-(2,5-dichloropyrimidin-4-yl)-2-[2-oxo-2-(1,2,3,4-tetrahydroisoquinolin-2-yl)ethyl]-2,3-dihydro-1H-isoindol-1-one